tert-butyl 4-(4-amino-3-(4-(4-methoxyphenoxy) phenyl)-1H-pyrazolo[3,4-d]pyrimidin-1-yl)-[1,4'-bipiperidine]-1'-carboxylate NC1=C2C(=NC=N1)N(N=C2C2=CC=C(C=C2)OC2=CC=C(C=C2)OC)C2CCN(CC2)C2CCN(CC2)C(=O)OC(C)(C)C